barium Copper Oxide [Cu]=O.[Ba]